1-(4,6-diamino-s-triazin-2-yl)butyl-2-phenylimidazole NC1=NC(=NC(=N1)N)C(CCC)C=1N=C(NC1)C1=CC=CC=C1